C(CCCCC)(=O)OCCCCCCCCC nonanyl hexanoate